ClC=1C=C(C=C(C1)OC)C1=CC=2N(C[C@H]3N(C2N=C1)CCN(C3)CCC(=O)O)S(=O)(=O)C3=CC(=CC=C3)C(F)(F)F (S)-3-(3-(3-chloro-5-methoxyphenyl)-5-(3-(trifluoromethyl)phenylsulfonyl)-6a,7,9,10-tetrahydro-5H-pyrazino[1,2-a]pyrido[3,2-e]pyrazin-8(6H)-yl)propionic acid